N=1OC=C2C1C=1C(=NN3C1CN(CC3)C(=O)OC(C)(C)C)CCC2 tert-Butyl 5,6,9,10-tetrahydro-4H-isoxazolo[3'',4'':3',4']cyclohepta[1',2':3,4]pyrazolo-[1,5-a]pyrazine-11(12H)-carboxylate